C(CCCCC)N(OC(CCCCCCCCCO)=O)CCCCCC 10-((Dihexylamino)oxy)-10-oxodecan-1-ol